NC=1C(=NC(=NC1C1=C(C=C(C=C1)C(F)(F)F)F)Cl)C(=O)O 5-amino-2-chloro-6-[2-fluoro-4-(trifluoromethyl)phenyl]pyrimidine-4-carboxylic acid